1,2-bis(diphosphinomethyl)benzene PC(C1=C(C=CC=C1)C(P)P)P